O1C(CCCCC1)=O oxepanone